4-(benzyloxy)-3-(1,3-dioxolan-2-yl)-5-methoxybenzoic acid C(C1=CC=CC=C1)OC1=C(C=C(C(=O)O)C=C1OC)C1OCCO1